N,N-bis[2-(3,4-dihydroxyphenyl)ethyl]-1,4-benzenedicarboxamide OC=1C=C(C=CC1O)CCN(C(=O)C1=CC=C(C=C1)C(=O)N)CCC1=CC(=C(C=C1)O)O